1-(3-fluoro-5-(3-morpholinoquinoxaline-6-carbonyl)phenyl)-3-(3-fluorophenyl)urea FC=1C=C(C=C(C1)C(=O)C=1C=C2N=C(C=NC2=CC1)N1CCOCC1)NC(=O)NC1=CC(=CC=C1)F